COC1=CC=C(C=C1)CN 4-methoxyphenylmethanamine